IODINE PENTAFLUORIDE I(F)(F)(F)(F)F